(2S,3S,5S)-4-[[3-[2-(Difluoromethoxy)-4-fluoro-phenyl]-5-methyl-5-(trifluoromethyl)tetrahydrofuran-2-carbonyl]amino]pyridin-2-carboxamid FC(OC1=C(C=CC(=C1)F)[C@H]1[C@H](O[C@@](C1)(C(F)(F)F)C)C(=O)NC1=CC(=NC=C1)C(=O)N)F